benzyl ((1R)-1-(4-oxotetrahydro-2H-pyran-2-yl)propyl)carbamate O=C1CC(OCC1)[C@@H](CC)NC(OCC1=CC=CC=C1)=O